rac-4,4'-biphenyl C1=CC=C(C=C1)C1=CC=CC=C1